(S)-7-iodo-N-methylisochroman-4-amine hydrochloride Cl.IC1=CC=C2[C@@H](COCC2=C1)NC